N-((3-(but-2-yn-1-yloxy)thiophen-2-yl)methyl)-2-(9-(pyridin-2-yl)-6-oxaspiro[4.5]decan-9-yl)ethanamine C(C#CC)OC1=C(SC=C1)CNCCC1(CCOC2(CCCC2)C1)C1=NC=CC=C1